3-(3-bromobenzylidene)benzofuran-2(3H)-one BrC=1C=C(C=C2C(OC3=C2C=CC=C3)=O)C=CC1